C(CCCCCCCC)(=O)C(O)[C@H](O)[C@@](O)([C@H](O)[C@H](O)COC(CCCCCCCC)=O)C(CCCCCCCC)=O 1,3,6-O-trinonanoyl-sorbitol